methyl 4-(2-bromoethoxy)-2-(trifluoromethyl)benzoate BrCCOC1=CC(=C(C(=O)OC)C=C1)C(F)(F)F